6-(2-amino-6-fluoro-5-(1,2,3,4-tetrahydroisoquinolin-6-yl)pyridin-3-yl)-7-fluoro-3,4-dihydroisoquinolin-1(2H)-one 2,2,2-trifluoroacetate FC(C(=O)O)(F)F.NC1=NC(=C(C=C1C=1C=C2CCNC(C2=CC1F)=O)C=1C=C2CCNCC2=CC1)F